2-Chloro-4-((3S)-8-(6-(3-((4-(3-((2,6-dioxo-piperidin-3-yl)amino)-phenyl)piperazin-1-yl)-methyl)azetidine-1-carbonyl)pyridazin-3-yl)-3-methyl-2,8-diazaspiro[4.5]decan-2-yl)benzonitrile ClC1=C(C#N)C=CC(=C1)N1CC2(C[C@@H]1C)CCN(CC2)C=2N=NC(=CC2)C(=O)N2CC(C2)CN2CCN(CC2)C2=CC(=CC=C2)NC2C(NC(CC2)=O)=O